NC1=CC(=C2NC(CCCCCC(C3=NN=C(C1=N2)O3)(O)C(F)(F)F)(C)C)C(F)(F)F 17-amino-12,12-dimethyl-6,15-bis(trifluoromethyl)-19-oxa-3,4,13,18-tetraazatricyclo[12.3.1.12,5]nonadec-1(18),2,4,14,16-pentaen-6-ol